tert-Butyl 2-(6-(2,2,2-trifluoroethyl) pyrido[3,2-d]pyrimidin-4-yl)-2,7-diazaspiro[3.5]nonane-7-carboxylate FC(CC=1C=CC=2N=CN=C(C2N1)N1CC2(C1)CCN(CC2)C(=O)OC(C)(C)C)(F)F